aminoquinazolin-4-amine NC1=NC2=CC=CC=C2C(=N1)N